N1(CCC12CCNCC2)C=O (1,7-diazaspiro[3.5]non-1-yl)methanone